tert-butyl (2S)-4-(4-amino-7-methyl-5-{4-[(6-methylpyridin-2-yl)oxy]phenyl}-7H-pyrrolo[2,3-d]pyrimidin-6-yl)-2-methylpyrrolidine-1-carboxylate NC=1C2=C(N=CN1)N(C(=C2C2=CC=C(C=C2)OC2=NC(=CC=C2)C)C2C[C@@H](N(C2)C(=O)OC(C)(C)C)C)C